C(C)(C)(C)N1N=C(C=C1NC(=O)C=1N(N=CC1)CCOCCOCCOCC#C)[C@@H]1C[C@@H](CC1)C(C)(C)NC([O-])=O 1-[(1R,3S)-3-[1-tert-butyl-5-[[2-[2-[2-(2-prop-2-ynoxyethoxy)ethoxy]ethyl]pyrazole-3-carbonyl]amino]pyrazol-3-yl]cyclopentyl]N-isopropylcarbamate